BrC1=C(N=C2N(C1=O)C=CC=C2)N[C@@H]2C[C@@H](CN(C2)C)C2=CC=C(OCCOCCOC=1C=C3C(N(C(C3=CC1)=O)C1C(NC(CC1)=O)=O)=O)C=C2 5-[2-[2-[4-[(3R,5R)-5-[(3-Bromo-4-oxo-pyrido[1,2-a]pyrimidin-2-yl)amino]-1-methyl-3-piperidyl]phenoxy]ethoxy]ethoxy]-2-(2,6-dioxo-3-piperidyl)isoindoline-1,3-dione